4-(3,3-difluoro-4,4-dimethyl-pyrrolidin-1-yl)-2-(2,4-dimethoxypyrimidin-5-yl)pyrazolo[1,5-a]pyrazine FC1(CN(CC1(C)C)C=1C=2N(C=CN1)N=C(C2)C=2C(=NC(=NC2)OC)OC)F